N1-(4-fluoro-2-(trifluoromethyl)benzyl)benzene-1,2-diamine FC1=CC(=C(CNC=2C(=CC=CC2)N)C=C1)C(F)(F)F